(triphenyl-pentafluorophenyl)borate C1(=CC=CC=C1)C1(C(C(C(=C(C1F)F)F)(C1=CC=CC=C1)OB([O-])[O-])(F)C1=CC=CC=C1)F